ClC=1C(=C2C=NNC2=CC1F)N1CC2=C(CCC1)C(=NC(=N2)OC2=C1CCN(CC1=CC=C2)C)N2CCNCC2 8-(5-chloro-6-fluoro-1H-indazol-4-yl)-2-((2-methyl-1,2,3,4-tetrahydroisoquinolin-5-yl)oxy)-4-(piperazin-1-yl)-6,7,8,9-tetrahydro-5H-pyrimido[4,5-c]azepine